4-(4-nitrophenoxy)Tetrahydro-2H-thiopyran (2,4-di-tert-butylphenyl)[1,1-biphenyl]-4,4-diylbisphosphonite C(C)(C)(C)C1=C(C=CC(=C1)C(C)(C)C)OP(O)C1(CC=C(C=C1)C1=CC=CC=C1)P(O)O.[N+](=O)([O-])C1=CC=C(OC2CCSCC2)C=C1